methyl 1-(4-(2-methoxyethyl)benzyl)-5-(methoxymethyl)-1H-pyrazole-4-carboxylate COCCC1=CC=C(CN2N=CC(=C2COC)C(=O)OC)C=C1